3-(2-chloro-3'-fluoro-4'-((3-methyl-2-oxotetrahydropyrimidin-1(2H)-yl)methyl)-[1,1'-biphenyl]-3-yl)piperidine-2,6-dione ClC1=C(C=CC=C1C1C(NC(CC1)=O)=O)C1=CC(=C(C=C1)CN1C(N(CCC1)C)=O)F